P(=O)(OC1=CC=C(C=C1)Cl)(Cl)Cl mono(4-chlorophenyl) dichlorophosphate